FC1(CC1)C(N)=S 1-Fluorocyclopropane-1-carbothioamide